N-Carbamoyl-L-aspartate C(N)(=O)N[C@@H](CC(=O)[O-])C(=O)[O-]